2-(morpholin-4-yl)-N-[(1r,3s)-3-{[2-(trifluoromethyl)quinolin-4-yl]amino}cyclohexyl]pyridine-4-carboxamide N1(CCOCC1)C1=NC=CC(=C1)C(=O)N[C@H]1C[C@H](CCC1)NC1=CC(=NC2=CC=CC=C12)C(F)(F)F